COC=1C=C2C=NNC(C2=CC1)=O 6-methoxyphthalazin-1(2H)-one